CC1=C(C=C(CBr)C=C1)C(F)(F)F 4-methyl-3-(trifluoromethyl)benzyl bromide